(1s,4s)-4-((2-chloro-5-iodopyridin-4-yl)amino)cyclohexan-1-ol ClC1=NC=C(C(=C1)NC1CCC(CC1)O)I